IC1=C(C=2N(C=C1)C(=NN2)C2COC2)OC 7-iodo-8-methoxy-3-(oxetan-3-yl)-[1,2,4]triazolo[4,3-a]pyridine